2-(3-((3,3-difluorocyclobutyl)(4-methyl-4H-1,2,4-triazol-3-yl)methyl)phenyl)-6-(((1-methylcyclobutyl)amino)methyl)-4-(trifluoromethyl)isoindolin-1-one FC1(CC(C1)C(C=1C=C(C=CC1)N1C(C2=CC(=CC(=C2C1)C(F)(F)F)CNC1(CCC1)C)=O)C1=NN=CN1C)F